2'-O-Methyl inosine-5'-triphosphate 4-thiouridine-5'-triphosphate P(O)(=O)(OP(=O)(O)OP(=O)(O)O)OC[C@@H]1[C@H]([C@H]([C@@H](O1)N1C(=O)NC(=S)C=C1)O)O.P(O)(=O)(OP(=O)(O)OP(=O)(O)O)OC[C@@H]1[C@H]([C@H]([C@@H](O1)N1C=NC=2C(O)=NC=NC12)OC)O